FCC1CN(C1)C1=NC=C(C(=O)NC=2C=NC(=NC2)N2[C@H](CN(CC2)C2=NC=C(C=C2)F)C)C=C1 (S)-6-(3-(fluoromethyl)azetidin-1-yl)-N-(2-(4-(5-fluoropyridin-2-yl)-2-methylpiperazin-1-yl)pyrimidin-5-yl)nicotinamide